ethyl 1-benzyl-5-(2-thienyl)-3,6-dihydro-2H-pyridine-4-carboxylate C(C1=CC=CC=C1)N1CCC(=C(C1)C=1SC=CC1)C(=O)OCC